C(CC)[Sn](OC(C)(C)C)(OC(C)(C)C)OC(C)(C)C 1-propyltris(t-butyloxy)tin